3-hexylthio-1-(4-vinylbenzyl)-1H-1,2,4-triazole C(CCCCC)SC1=NN(C=N1)CC1=CC=C(C=C1)C=C